tert-butyl (E)-(3-(3-(((7-chloro-3-methyl benzofuran-2-yl)methyl)(methyl)amino)-3-oxoprop-1-en-1-yl)-8-oxo-6,7,8,9-tetrahydro-5H-pyrido[2,3-b]azepin-7-yl)carbamate ClC1=CC=CC=2C(=C(OC21)CN(C(/C=C/C2=CC1=C(NC(C(CC1)NC(OC(C)(C)C)=O)=O)N=C2)=O)C)C